NN1C(=NC=C1)C(=O)N 1-Amino-1H-imidazole-2-carboxylic acid amide